C(C)(C)(C)OC(=O)N1CCC=2C(CC1)=C1N(N2)C(=C(N1)C1=CC=C(C=C1)OC1=CC=CC=C1)C(N)=O 3-carbamoyl-2-(4-phenoxyphenyl)-6,7,9,10-tetrahydroimidazo[1',2':1,5]Pyrazolo[3,4-d]Azepine-8(1H)-carboxylic acid tert-butyl ester